CN(CCC(=O)O[C@H]1C[C@H](N(C1)CCCCCCC(C(OCCCC(CCCCC)CCCCC)=O)(C)C)C(=O)OCCCCCCCC(=O)OC(CCCCCCCC)CCCCCCCC)C [8-(1-octylnonoxy)-8-oxo-octyl] (2S,4S)-4-[3-(dimethylamino)propanoyloxy]-1-[7,7-dimethyl-8-oxo-8-(4-pentylnonoxy)octyl]pyrrolidine-2-carboxylate